S1(N=CC2=NC=CC=C21)(=O)=O isothiazolo[4,5-b]pyridine 1,1-dioxide